FC=1C=C(C=NC1)OC1=CC=C(N=N1)NC(=O)C1C(C1(C)C)(C)C N-[6-[(5-fluoro-3-pyridinyl)oxy]pyridazin-3-yl]-2,2,3,3-tetramethyl-cyclopropanecarboxamide